hydroxyleucine ON[C@@H](CC(C)C)C(=O)O